C1(CCCCC1)[C@@H](C)NC(=O)C=1C=C2CN(C(C2=CC1)=O)C1C(NC(CC1)=O)=O N-((R)-1-Cyclohexylethyl)-2-(2,6-dioxopiperidin-3-yl)-1-oxoisoindoline-5-carboxamide